Potassium IsoThiocyanate [N-]=C=S.[K+]